1-(4-((6-amino-5-cyanopyrimidin-4-yl)oxy)-3-methylphenyl)-3-(3-(tert-butyl)-1-(4-methoxyphenyl)-1H-pyrazol-5-yl)urea NC1=C(C(=NC=N1)OC1=C(C=C(C=C1)NC(=O)NC1=CC(=NN1C1=CC=C(C=C1)OC)C(C)(C)C)C)C#N